(S)-1'-(7-(3-chloropyridin-2-yl)-5H-pyrrolo[2,3-b]pyrazin-3-yl)-1H,3H-spiro[phenalene-2,4'-piperidin]-1-AMINE ClC=1C(=NC=CC1)C1=CNC2=NC(=CN=C21)N2CCC1(CC2)[C@@H](C=2C=CC=C3C=CC=C(C1)C23)N